N-[(1R)-1-[3-amino-5-(trifluoromethyl)phenyl]ethyl]-1-(2-fluoro-3-methoxy-phenyl)-6-oxo-pyridine-3-carboxamide NC=1C=C(C=C(C1)C(F)(F)F)[C@@H](C)NC(=O)C1=CN(C(C=C1)=O)C1=C(C(=CC=C1)OC)F